2-{[(4-methoxyphenyl)methoxy]methyl}-2-methylpropane-1,3-diyl bis(4-methylbenzene-1-sulfonate) CC1=CC=C(C=C1)S(=O)(=O)OCC(COS(=O)(=O)C1=CC=C(C=C1)C)(C)COCC1=CC=C(C=C1)OC